di-tert-butyl-fumarate C(C)(C)(C)\C(=C(/C(=O)[O-])\C(C)(C)C)\C(=O)[O-]